9-(3-methylpyridin-2-yl)-2-morpholino-9H-purin-6-yl 4-methylbenzenesulfonate CC1=CC=C(C=C1)S(=O)(=O)OC1=C2N=CN(C2=NC(=N1)N1CCOCC1)C1=NC=CC=C1C